CN1C[C@H]2[C@H](OCCN2C2=CC(=C(N=N2)C2=C(C=C(C=C2)Cl)O)C)CC1 2-[6-[(4aS,8aR)-6-methyl-3,4a,5,7,8,8a-hexahydro-2H-pyrido[4,3-b][1,4]oxazin-4-yl]-4-methyl-pyridazin-3-yl]-5-chloro-phenol